C(C1=CC=CC=C1)SC=1C(=C(C(=CC1)Cl)C(C)=O)F 1-[3-(benzylsulfanyl)-6-chloro-2-fluorophenyl]ethanone